C(C)(C)(C)OC(=O)N([C@@H]1C[C@H](N(C1)C(=O)OCC=C)C(=O)OC)CC 1-allyl 2-methyl (2S,4R)-4-((tert-butoxycarbonyl)(ethyl)amino)pyrrolidine-1,2-dicarboxylate